2-(3-amino-4-(4-aminophenyl)-1-methyl-1H-pyrazolo[3,4-b]pyridin-6-yl)hexahydropyrrolo[1,2-a]pyrazin-6(2H)-one NC1=NN(C2=NC(=CC(=C21)C2=CC=C(C=C2)N)N2CC1N(CC2)C(CC1)=O)C